4-(2-methoxyphenyl)-6-methyl-N-(5-((p-tolyloxy)methyl)-1,3,4-thiadiazol-2-yl)nicotinamide COC1=C(C=CC=C1)C1=CC(=NC=C1C(=O)NC=1SC(=NN1)COC1=CC=C(C=C1)C)C